ClC1=CC(=C2C=NNC2=C1)C1(C[C@H]2C([C@H]2C1)NS(=O)(=O)C1CCOCC1)O N-((1R,3r,5S,6r)-3-(6-chloro-1H-indazol-4-yl)-3-hydroxybicyclo[3.1.0]hexan-6-yl)tetrahydro-2H-pyran-4-sulfonamide